FCCCN1CC(C1)CC1=CC=C(C=C1)C1=C(CCCC2=C1C=CC(=C2)C(=O)O)C2=CC(=C(C=C2)C)O 9-(4-((1-(3-fluoropropyl)azetidin-3-yl)methyl)phenyl)-8-(3-hydroxy-4-methylphenyl)-6,7-dihydro-5H-benzo[7]annulene-3-carboxylic acid